COC(=O)[C@H]1N(CC2=CC=CC=C2C1)N=O (S)-2-nitroso-1,2,3,4-tetrahydroisoquinoline-3-carboxylic acid methyl ester